ClC=1C=C(C=CC1F)C=1N=C(SC1C1CC1)NS(=O)(=O)C1=NC=C(C=C1C)NCC1=C(C(=CC=C1)OC)O N-(4-(3-chloro-4-fluorophenyl)-5-cyclopropylthiazol-2-yl)-5-((2-hydroxy-3-methoxybenzyl)amino)-3-methylpyridine-2-sulfonamide